tert-butyl (3S,4S)-3-((6-(6-chloro-7-methoxyimidazo[1,2-a]pyridin-3-yl)pyridin-2-yl)amino)-4-fluoropyrrolidine-1-carboxylate ClC=1C(=CC=2N(C1)C(=CN2)C2=CC=CC(=N2)N[C@H]2CN(C[C@@H]2F)C(=O)OC(C)(C)C)OC